CC1=C(OC=C1)C1=NC(=NC=C1)SC 4-(3-Methylfuran-2-yl)-2-(methylthio)pyrimidine